C1(=CC=CC=C1)C(OC(C1=CC=C(N)C=C1)([2H])[2H])([2H])[2H] 4-((phenylmethoxy-d2)methyl-d2)aniline